trans-5-[2-(3-hydroxypiperidin-4-yl)methylamino-pyrimidin-4-yl]-3-cyclopropyl-pyrazolo[1,5-a]pyrimidine O[C@@H]1CNCC[C@H]1CNC1=NC=CC(=N1)C1=NC=2N(C=C1)N=CC2C2CC2